dimethyl (4S)-N-(tert-butoxycarbonyl)-4-(2-cyanoethyl)glutamate C(C)(C)(C)OC(=O)N[C@@H](C[C@@H](C(=O)OC)CCC#N)C(=O)OC